FC=1C(=C(C=C2CCN(CC12)CCC1C2CCC(C1)O2)O)N2CC(NS2(=O)=O)=O 5-{8-fluoro-6-hydroxy-2-[2-(7-oxabicyclo[2.2.1]heptan-2-yl)ethyl]-1,2,3,4-tetrahydroisoquinolin-7-yl}-1λ6,2,5-thiadiazolidine-1,1,3-trione